1-tert-butoxycarbonyl-3-[(2-methylpyrazol-3-yl)methyl]azetidine-3-carboxylic acid C(C)(C)(C)OC(=O)N1CC(C1)(C(=O)O)CC=1N(N=CC1)C